NC1=NC=CC(=N1)C1=CNC2=CC=CC(=C12)O 2-Amino-4-(4-hydroxy-1H-indol-3-yl)pyrimidine